CC1=C2C(=CC=3C=4C=C(C=CC4N(C13)C)C(=O)O)C=NC=C2 5,6-dimethylpyrido[4,3-b]carbazole-9-carboxylic acid